C(C1=CC=CC=C1)C1=C(SC=2N3C(COCC21)=NN=C3C)C#N 3-benzyl-9-methyl-4H,6H-thieno[2,3-e][1,2,4]triazolo[3,4-c][1,4]oxazepine-2-carbonitrile